C(C=C)OCC1(COC(OC1)(C)C)CC 5-((allyloxy)methyl)-5-ethyl-2,2-dimethyl-1,3-dioxane